iron tris(2,6-dimethylheptane-3,5-dione) CC(C)C(CC(C(C)C)=O)=O.CC(C)C(CC(C(C)C)=O)=O.CC(C)C(CC(C(C)C)=O)=O.[Fe]